8-(1,1-difluoro-2,3-dihydro-1H-inden-4-yl)-9-(4-((1-(3,3-difluoropropyl)azetidin-3-ylidene)methyl)phenyl)-6,7-dihydro-5H-benzo[7]annulene-3-carboxylic acid FC1(CCC2=C(C=CC=C12)C=1CCCC2=C(C1C1=CC=C(C=C1)C=C1CN(C1)CCC(F)F)C=CC(=C2)C(=O)O)F